C12CC(C1)(C2)N2CC=C(C=C2)NC(CC2=C(C=CC(=C2)C(C)(C)C)O)=O N-(3-Bicyclo[1.1.1]pentanyl)-4-[[2-(5-tert.-butyl-2-hydroxyphenyl)acetyl]amino]pyridin